C(C)(C)(C)OC(=O)NC1=NC=CC(=C1)C1=CC=C2C(=N1)N(C(=N2)C)C2=CC(=C(C(=C2)F)N2CCN(CC2)C2CCN(CC2)C(=O)OC(C)(C)C)F tert-butyl 4-(4-(4-(5-(2-((tert-butoxycarbonyl)amino)pyridin-4-yl)-2-methyl-3H-imidazo[4,5-b]pyridin-3-yl)-2,6-difluorophenyl)piperazin-1-yl)piperidine-1-carboxylate